O=S1(N(CC(N1)=O)C1=C(C=C(CN2CCN(CC2)CC(=O)NC)C=C1O)F)=O 2-(4-(4-(1,1-dioxo-4-oxo-1,2,5-thiadiazolidin-2-yl)-3-fluoro-5-hydroxybenzyl)piperazin-1-yl)-N-methylacetamide